3-methyl-2-nonene CC(=CC)CCCCCC